(R)-4-(6-(6-fluoroquinazolin-4-yl)-8-methyl-5,6,7,8-tetrahydro-1,6-naphthyridin-3-yl)morpholine FC=1C=C2C(=NC=NC2=CC1)N1CC=2C=C(C=NC2[C@@H](C1)C)N1CCOCC1